COC(=O)C1=NNC2=CC(=CC=C12)Br.C(C)(C)(C)[Sn](N(C)C)(N(C)C)N(C)C tert-butyl-tri(dimethylamino)stannane methyl-6-bromo-1H-indazole-3-carboxylate